tert-butyl 4-(4-(2,6-dioxopiperidin-3-yl)-3,5-difluorophenyl)piperidine-1-carboxylate O=C1NC(CCC1C1=C(C=C(C=C1F)C1CCN(CC1)C(=O)OC(C)(C)C)F)=O